CN(C(=O)C1=CC=2C(=NC=CC2)N1C(=O)OC(C)(C)C)C=1C=C(C=CC1)C tert-butyl 2-(methyl(m-tolyl)carbamoyl)-1H-pyrrolo[2,3-b]pyridine-1-carboxylate